(2S,3S,4S,5R,6S)-3,4,5-trihydroxy-6-(3-methyl-1-((S)-1-propylpyrrolidin-3-yl)-6,7,8,9-tetrahydro-3H-pyrazolo[3,4-c]isoquinolin-5-yloxy)tetrahydro-2H-pyran-2-carboxylic acid O[C@@H]1[C@H](O[C@H]([C@@H]([C@H]1O)O)OC1=NC2=C(C=3CCCCC13)C(=NN2C)[C@@H]2CN(CC2)CCC)C(=O)O